ClC1=C(C(=C(C=2N1C1=C(N2)C=CC=C1)C#N)C)C=O 1-CHLORO-2-FORMYL-3-METHYL-BENZO[4,5]IMIDAZO[1,2-A]PYRIDIN-4-CARBONITRILE